[OH-].C(C)[N+]1=CC=C(C=C1)N1CCCC1 1-ethyl-4-(pyrrolidin-1-yl)pyridinium hydroxide